3-pyrroline-1-carboxylic acid isooctyl ester C(CCCCC(C)C)OC(=O)N1CC=CC1